(2R,4S)-2-heptyl-4-hydroxy-7-methoxychroman C(CCCCCC)[C@H]1OC2=CC(=CC=C2[C@H](C1)O)OC